N1(CCOCC1)CCOC(=O)C1CCN(CC1)C(=O)OC(C)(C)C piperidine-1,4-dicarboxylic acid 1-tert-butyl 4-[2-(morpholin-4-yl) ethyl]Ester